C1(CC1)N1C(N(CC1)C1=C(C(=CC=C1)[N+](=O)[O-])NC(CCCCNC(OC(C)(C)C)=O)C)=O tert-butyl (5-((2-(3-cyclopropyl-2-oxoimidazolidin-1-yl)-6-nitrophenyl)amino)hexyl)carbamate